C(C)(C)(C)OC(=O)N(C(OC(C)(C)C)=O)C1=NC=CC(=C1F)CC=1C=NC=C(C1C)NC1=NC=C(C=C1)OC(F)(F)F tert-butyl N-tert-butoxycarbonyl-N-[3-fluoro-4-[[4-methyl-5-[[5-(trifluoromethoxy)-2-pyridyl]amino]-3-pyridyl]methyl]-2-pyridyl]carbamate